O=C1NC2=CC=CC=3C2=C1C=CC3C3CCN(CC3)C(=O)OC(C)(C)C tert-butyl 4-(2-oxo-1H-benzo[cd]indol-5-yl)piperidine-1-carboxylate